S1CCSCCCC1 1,4-dithiacyclooctane